1-Cyclopropyl-3-(4,4-difluoropiperidin-1-yl)-1H-indazol-5-amine C1(CC1)N1N=C(C2=CC(=CC=C12)N)N1CCC(CC1)(F)F